FC=1C=C2C(=NC1)CC1(CCNCC1)[C@@H]2N[S@](=O)C(C)(C)C (R)-N-((S)-3-fluoro-5,7-dihydrospiro[cyclopenta[b]pyridine-6,4'-piperidin]-5-yl)-2-methylpropane-2-sulfinamide